C1(CC1)N1C=C(C(C2=CC(=C(C=C12)OCCNC)F)=O)CN(CC1=CC(=NC=C1)C)[C@@H]1CN(CCC1)C=1C=NC(=CC1)C 1-cyclopropyl-6-fluoro-7-[2-(methylamino)ethoxy]-3-({[(3S)-1-(6-methylpyridin-3-yl)piperidin-3-yl][(2-methylpyridin-4-yl)methyl]amino}methyl)-1,4-dihydroquinolin-4-one